4-(2-ethoxy-6-(6-formyl-1-oxoisoindolin-2-yl)pyridin-4-yl)-3-(4-methyl-4H-1,2,4-triazol-3-yl)benzonitrile C(C)OC1=NC(=CC(=C1)C1=C(C=C(C#N)C=C1)C1=NN=CN1C)N1C(C2=CC(=CC=C2C1)C=O)=O